ClC1=CC2=C(N(C=N2)CCC[C@H]2NCCC[C@@H]2O)C(=C1)C=1C=NN(C1)CC(C)C (2R,3S)-2-(3-(5-chloro-7-(1-isobutyl-1H-pyrazol-4-yl)-1H-benzo[d]imidazol-1-yl)propyl)piperidin-3-ol